1-tertbutoxycarbonyl-piperazine C(C)(C)(C)OC(=O)N1CCNCC1